Tert-butyl (1R,3r,5S)-3-(2-fluorobenzoyl)-3-hydroxy-8-azabicyclo[3.2.1]octane-8-carboxylate FC1=C(C(=O)C2(C[C@H]3CC[C@@H](C2)N3C(=O)OC(C)(C)C)O)C=CC=C1